3'-benzophenone C(C1=CC=CC=C1)(=O)C=1C=CC=CC1